C1CSSC1CCCCC(=O)O 6,8-dithiooctanoic acid